(2-(4-(2-ethyl-7-methoxyquinazolin-4-yl)piperazin-1-yl)ethyl)phosphonic acid C(C)C1=NC2=CC(=CC=C2C(=N1)N1CCN(CC1)CCP(O)(O)=O)OC